C(C)(C)(C)OC(=O)N(C(OC(C)(C)C)=O)C1=C(C=C(C=C1)S(=O)(=O)C)C(F)F tert-butyl N-tert-butoxycarbonyl-N-[2-(difluoromethyl)-4-methylsulfonyl-phenyl]carbamate